S1C=NC2=C1C=CC(=C2)NC(=O)[C@H]2CN(CC2)S(=O)(=O)C2=CC1=C(N=CS1)C=C2 (R)-N-(benzo[d]thiazol-5-yl)-1-(benzo[d]thiazol-6-ylsulfonyl)pyrrolidine-3-carboxamide